C[C@@H]1CCO[C@@H]2N1C(=O)C3=C(C(=O)C(=CN3C2)C(=O)NCC4=C(C=C(C=C4)F)F)[O-].[Na+] The molecule is an organic sodium salt that is the monosodium salt of dolutegravir. Used for treatment of HIV-1. It has a role as a HIV-1 integrase inhibitor. It contains a dolutegravir(1-).